1-(4-((7-methoxy-4-((1-methyl-1H-indol-5-yl)amino)quinazolin-6-yl)oxy)piperidin-1-yl)prop-2-en-1-one COC1=C(C=C2C(=NC=NC2=C1)NC=1C=C2C=CN(C2=CC1)C)OC1CCN(CC1)C(C=C)=O